NC1=NC(=C(C=2N1C(N(N2)CCC)=O)C2=CC(=NC(=C2)C)C)C2=CC=CC=C2 5-amino-8-(2,6-dimethyl-4-pyridinyl)-7-phenyl-2-propyl-[1,2,4]triazolo[4,3-c]pyrimidin-3-one